C1(CCCCC1)P(C1=C(C=CC=C1)C1=C(C=CC=C1OC)OC)C1CCCCC1 dicyclohexyl-[2-(2,6-dimethoxyphenyl)phenyl]phosphorus